C(CCCCCCC)C(CN1C2=CC=CC=C2OC=2C=CC=CC12)CCCCCCCCCC N-(2-octyl-dodecyl)phenoxazine